C(C1=CC=CC=C1)OCC1=CC2=NC=C(C(=C2N1COCC[Si](C)(C)C)OC(C)C)F 2-[[2-(benzyloxymethyl)-6-fluoro-7-isopropoxy-pyrrolo[3,2-b]pyridin-1-yl]methoxy]ethyl-trimethyl-silane